N-(8-(methylamino)-5-((4-(methylthio)phenyl)ethynyl)-2,7-naphthyridin-3-yl)cyclopropanecarboxamide CNC=1N=CC(=C2C=C(N=CC12)NC(=O)C1CC1)C#CC1=CC=C(C=C1)SC